[Na].C(C=1C(O)=CC=CC1)=O salicylaldehyde sodium salt